3,5-dimethylcyclohexyl-cyclohexyl-dimethoxysilane CC1CC(CC(C1)C)[Si](OC)(OC)C1CCCCC1